CO[C@H]1CN(CCC1)C=1C=C(C=NC1)N1C[C@@H](CC1)C=1C=C(C(=O)NC2=CC(=CC=C2)C(F)(F)F)C=CC1C 3-((S)-1-(5-((R)-3-methoxypiperidin-1-yl)pyridin-3-yl)pyrrolidin-3-yl)-4-methyl-N-(3-(trifluoromethyl)phenyl)benzamide